(2r,3s,5r)-3-(3,4-difluoro-2-methoxyphenyl)-N-(3-(hydroxymethyl)phenyl)-5-methyl-5-(trifluoromethyl)tetrahydrothiophene-2-carboxamide FC=1C(=C(C=CC1F)[C@H]1[C@@H](S[C@](C1)(C(F)(F)F)C)C(=O)NC1=CC(=CC=C1)CO)OC